2,3-dibromo-5-methoxy-4-((4-methylphenyl)methoxy)benzaldehyde BrC1=C(C=O)C=C(C(=C1Br)OCC1=CC=C(C=C1)C)OC